N1=CC(=CC=C1)C=1N=NC(=NN1)C=1C=NC=CC1 3,6-di(3-pyridyl)-1,2,4,5-Tetrazine